BrC=1C=C2C(=CC1C(=O)O)N(C(C21CCOCC1)=O)C 5-bromo-1-methyl-2-oxo-2',3',5',6'-tetrahydrospiro[indoline-3,4'-pyran]-6-carboxylic acid